bromobenzo[d]oxazol BrC=1OC2=C(N1)C=CC=C2